FC(OC1=NC=CC(=C1)CNC(=O)N[C@H]1C[C@H](CC1)C(F)F)F |r| 1-[[2-(difluoro-methoxy)pyridin-4-yl]methyl]-3-[rac-(1R,3S)-3-(difluoromethyl)cyclopentyl]urea